C1(CC1)C=1C=C(C(N(C1)C(C)C)=O)OC=1N(C=2C(=NC=C(C2)OC2=CC(=NC=C2)NC(C)=O)N1)C N-(4-((2-((5-cyclopropyl-1-isopropyl-2-oxo-1,2-dihydropyridin-3-yl)oxy)-1-methyl-1H-imidazo[4,5-b]pyridin-6-yl)oxy)pyridin-2-yl)acetamide